C(C(=C)C)(=O)OCCC[Si](OCC)(OCC)OCC 3-Methacryloxypropyltriethoxysilan